acrylamidopropyltrimethyl-ammonium chloride stearyl-acrylate C(CCCCCCCCCCCCCCCCC)OC(C=C)=O.[Cl-].C(C=C)(=O)NCCC[N+](C)(C)C